[N+](=O)([O-])[O-].[Zn+2].[Cu](Cl)Cl.[N+](=O)([O-])[O-] copper chloride zinc nitrate